2-amino-N-((1r,4S)-4-hydroxycyclohexyl)-5-(4-((1S,5R)-3-(2-methoxyethyl)-3-azabicyclo[3.1.0]hex-1-yl)phenyl)nicotinamide NC1=C(C(=O)NC2CCC(CC2)O)C=C(C=N1)C1=CC=C(C=C1)[C@]12CN(C[C@@H]2C1)CCOC